benzyl (2S)-2-(trifluoromethylsulfonyloxy)propanoate FC(S(=O)(=O)O[C@H](C(=O)OCC1=CC=CC=C1)C)(F)F